6-methylbenzo[d][1,3]dioxol-5-amine CC=1C(=CC2=C(OCO2)C1)N